(R)-3-hydroxypyrrolidine-1-carboxylate O[C@H]1CN(CC1)C(=O)[O-]